CC1=CC=C(C=C1)S(=O)(=O)O.N1=CC=CC=C1 pyridine-p-toluenesulfonate salt